COS(=O)(=O)OC.COC1=CC=C(C=C1)S(=O)(=O)ON1C(C=CC1=O)=O N-(p-methoxyphenyl)sulfonyloxymaleimide dimethyl-sulphate